OC1=C(C(=CC=C1)O)C(CC)=NO 1-(2,6-Dihydroxyphenyl)propan-1-one oxime